OC1=C(C=C(C=C1)N)N1N=C2C(=N1)C=CC=C2 2-(2-hydroxy-5-aminophenyl)benzotriazole